7-fluoro-3,3-bis(6-(((R)-2-hydroxyhex-5-en-1-yl)oxy)benzo[d][1,3]dioxol-5-yl)indolin-2-one FC=1C=CC=C2C(C(NC12)=O)(C1=CC2=C(OCO2)C=C1OC[C@@H](CCC=C)O)C1=CC2=C(OCO2)C=C1OC[C@@H](CCC=C)O